1-(2-(difluoromethoxy)-5-((2-(piperidin-1-yl)ethyl)sulfonyl)phenyl)-3-methyl-6-(pyrazolo[1,5-a]pyrimidin-3-yl)-1H-pyrazolo[4,3-c]pyridine FC(OC1=C(C=C(C=C1)S(=O)(=O)CCN1CCCCC1)N1N=C(C=2C=NC(=CC21)C=2C=NN1C2N=CC=C1)C)F